2-(3-bromopyridyl)-1H-5-pyrazolyl-6-chloro-8-methyl-4H-benzo-1,3-oxazin-4-one BrC=1C(=NC=CC1)C=1OC2=C(C(N1)=O)C(=C(C=C2C)Cl)N2N=CC=C2